(((S)-1-methylpyrrolidin-2-yl)methoxy)quinoline-3-carbonitrile CN1[C@@H](CCC1)COC1=NC2=CC=CC=C2C=C1C#N